N,N,N',N'-Tetraisopropylazodicarboxamide C(C)(C)N(C(=O)N=NC(=O)N(C(C)C)C(C)C)C(C)C